BrC=1C=CC=2C(N1)=COC2 bromofuro[3,4-b]pyridin